[S].FOF difluorooxygen sulfur